FC([C@@H]1[C@@H](CC1)C=1C=C(N)C=CC1)F 3-(cis-2-(difluoromethyl)cyclobutyl)aniline